(2,4,6-trimethylbenzoyl)-4-methylphenylphosphine oxide CC1=C(C(=O)P(C2=CC=C(C=C2)C)=O)C(=CC(=C1)C)C